di-n-butyl 2,3-dichloromaleate Cl/C(/C(=O)OCCCC)=C(/C(=O)OCCCC)\Cl